6-[(3-ethyl-1H-pyrazol-5-yl)amino]-5-methoxy-1,2-benzoxazol-3-yl-2,6-dimethoxybenzene-1-sulfonamide C(C)C1=NNC(=C1)NC1=CC2=C(C(=NO2)C=2C(=C(C(=CC2)OC)S(=O)(=O)N)OC)C=C1OC